5-amino-8-(7-methyl-1H-indazol-5-yl)-2-[(5-methyloxazol-4-yl)methyl]-7-phenyl-[1,2,4]triazolo[4,3-c]pyrimidin-3-one NC1=NC(=C(C=2N1C(N(N2)CC=2N=COC2C)=O)C=2C=C1C=NNC1=C(C2)C)C2=CC=CC=C2